CC1=C(C(=O)NC2(CC2)C2=C3C=CC(=NC3=CC(=C2)C#CC)C)C=C(C=C1)OCC1N(CC1)C 2-Methyl-N-(1-(2-methyl-7-(prop-1-yn-1-yl)quinolin-5-yl)cyclopropyl)-5-((1-methylazetidin-2-yl)methoxy)benzamide